4-[(1r,3r)-3-{p-[4-(7-chloro-3-quinolylamino)-2-pyrimidinylamino]phenoxy}cyclobutyl]-1λ6,4-thiazinane-1,1-dione ClC1=CC=C2C=C(C=NC2=C1)NC1=NC(=NC=C1)NC1=CC=C(OC2CC(C2)N2CCS(CC2)(=O)=O)C=C1